3-propylquinuclidin C(CC)C1CN2CCC1CC2